2-acetyl-D-arginyl-L-arginine C(C)(=O)[C@@](N)(CCCNC(N)=N)C(=O)N[C@@H](CCCNC(N)=N)C(=O)O